2-(tert-Butoxy)-1-(2-fluoro-4-(5-(trifluoromethyl)-1,2,4-oxadiazol-3-yl)phenyl)ethan-1-on C(C)(C)(C)OCC(=O)C1=C(C=C(C=C1)C1=NOC(=N1)C(F)(F)F)F